COC=1C=C2C(=NC=NC2=CC1OC)OCCCCP(O)(O)=O (4-((6,7-dimethoxyquinazolin-4-yl)oxy)butyl)phosphonic acid